C1(CC1)CC1=C(N=C(S1)NC(OC(C)(C)C)=O)C1=CC(=C(C=C1)F)F tert-butyl (5-(cyclopropylmethyl)-4-(3,4-difluorophenyl)thiazol-2-yl)carbamate